FC(C1=CN=C(S1)CN1CC2(CN(C2)C(=O)N2CC3(C2)CC(C3)N3N=C(N=C3)C3(CC3)O)C1)F [6-[[5-(difluoromethyl)thiazol-2-yl]methyl]-2,6-diazaspiro[3.3]heptan-2-yl]-[6-[3-(1-hydroxycyclopropyl)-1,2,4-triazol-1-yl]-2-azaspiro[3.3]heptan-2-yl]methanone